C(CCCCCCCCCCC)SC(=S)SC(C(=O)O)C 2-{[(dodecyl-sulfanyl)carbothioyl]sulfanyl}propanoic acid